3-chloro-2,4,5-trifluorobenzoic acid ClC=1C(=C(C(=O)O)C=C(C1F)F)F